C(C1=CC=CC=C1)[C@H]([C@H]([C@@H](C(C([C@H](CC=O)NC(=O)C1=NC=CC(=C1OCOC(C(C)C)=O)OC)=O)=O)C)OC(C(C)C)=O)C=O 2-methylpropionic acid (3S,6S,7R,8R)-8-benzyl-3-[({3-[(isobutyryloxy) methoxy]-4-methoxypyridin-2-yl} carbonyl) amino]-6-methyl-4,9-dioxo-1,5-dioxononan-7-yl ester